(2S,3R,4S,5R)-2-(4-(((3R,4R)-4-(3,4-dimethoxybenzyl)-2-oxoTetrahydrofuran-3-yl)methyl)-2-methoxyphenoxy)tetrahydro-2H-pyran-3,4,5-triyltris(2-methylpropionate) COC=1C=C(C[C@@H]2[C@H](C(OC2)=O)CC2=CC(=C(O[C@@H]3OC[C@H]([C@@H]([C@@H]3C(C(=O)[O-])(C)C)C(C(=O)[O-])(C)C)C(C(=O)[O-])(C)C)C=C2)OC)C=CC1OC